4-(4-Cyclopentylthieno[2,3-b]pyridin-2-yl)-5-fluoro-N-(5-morpholin-4-ylpyridin-2-yl)pyrimidin-2-amine C1(CCCC1)C1=C2C(=NC=C1)SC(=C2)C2=NC(=NC=C2F)NC2=NC=C(C=C2)N2CCOCC2